[O].[N] mono-nitrogen oxygen